(S,E)-N7-(1-((7-((2,4-Difluorobenzyl)oxy)-1H-indol-2-yl)methyl)-2-oxo-1,2-dihydropyridin-3-yl)-N1,N1-dimethyl-6-(oxazole-2-carboxamido)hept-2-endiamid FC1=C(COC=2C=CC=C3C=C(NC23)CN2C(C(=CC=C2)NC([C@H](CC/C=C/C(=O)N(C)C)NC(=O)C=2OC=CN2)=O)=O)C=CC(=C1)F